bis((7-(4-(4-(benzo[b]thiophen-4-yl)piperazin-1-yl)butoxy)-2-oxo-3,4-dihydroquinolin-1(2H)-yl)methyl) decanedioate C(CCCCCCCCC(=O)OCN1C(CCC2=CC=C(C=C12)OCCCCN1CCN(CC1)C1=CC=CC=2SC=CC21)=O)(=O)OCN2C(CCC1=CC=C(C=C21)OCCCCN2CCN(CC2)C2=CC=CC=1SC=CC12)=O